S1C(=CC=2COCCC21)C(=O)O 6,7-dihydro-4H-thieno[3,2-c]pyran-2-carboxylic acid